Cl.F[C@H]1C[C@H](NC1)C#N (2S,4S)-4-fluoropyrrolidine-2-carbonitrile hydrochloride